tert-Butyl 3-(2-(dinonylamino)ethyl)piperidine-1-carboxylate C(CCCCCCCC)N(CCC1CN(CCC1)C(=O)OC(C)(C)C)CCCCCCCCC